C(C)N1C(N(C(C1)=O)[C@H]1CN(CC1)C(=O)C=1C=C(C=O)C=CC1F)=O (R)-3-(3-(3-ethyl-2,5-dioxoimidazolidin-1-yl)pyrrolidine-1-carbonyl)-4-fluorobenzaldehyde